C1(CCC1)S(=O)(=O)NC1=CC=C(C=C1)C1=C2C(=NC=C1)NC=C2 4-(4-(cyclobutanesulfonamido)phenyl)-1H-pyrrolo[2,3-b]pyridin